(R)-4-(1-(4-fluorobenzyl)-1H-1,2,3-triazol-4-yl)-N-(2-hydroxypropyl)benzenesulfonamide FC1=CC=C(CN2N=NC(=C2)C2=CC=C(C=C2)S(=O)(=O)NC[C@@H](C)O)C=C1